2-(6-(3-(2-chloro-4-((5-cyclopropyl-3-(2,6-dichloro-4-fluorophenyl)isoxazol-4-yl)methoxy)phenyl)-3-hydroxyazetidin-1-yl)-5-fluoronicotinamido)ethane-1-sulfonic acid ClC1=C(C=CC(=C1)OCC=1C(=NOC1C1CC1)C1=C(C=C(C=C1Cl)F)Cl)C1(CN(C1)C1=NC=C(C(=O)NCCS(=O)(=O)O)C=C1F)O